4-((5-chloro-1,3-benzodiazol-1-yl)methyl)phenylboronic acid ClC1=CC2=C(N(C=N2)CC2=CC=C(C=C2)B(O)O)C=C1